4-bromo-1-fluoro-2-naphthalenecarboxylic acid BrC1=CC(=C(C2=CC=CC=C12)F)C(=O)O